NCCCC1=CN=C(O1)OC(C)C=1C=CC=C2C(=C(NC12)C(=O)O)C1=CC(=C(C=C1)CS(=O)(=O)C)F 7-(1-((5-(3-aminopropyl)oxazol-2-yl)oxy)ethyl)-3-(3-fluoro-4-((methylsulfonyl)methyl)phenyl)-1H-indole-2-carboxylic acid